(2S,6S)-2-cyclopropyl-6-methyl-piperidin-4-one C1(CC1)[C@H]1N[C@H](CC(C1)=O)C